(1R,3S,Z)-5-(2-((1R,3aS,7aR,E)-7a-methyl-1-((S)-1-((R)-2-methylpiperidin-1-yl)Propan-2-yl)octahydro-4H-inden-4-ylidene)ethylidene)-4-methylenecyclohexane-1,3-diol C[C@@]12CCC/C(/[C@@H]2CC[C@@H]1[C@@H](CN1[C@@H](CCCC1)C)C)=C\C=C\1/C([C@H](C[C@@H](C1)O)O)=C